(1r,3r)-3-(trifluoromethyl)cyclobutane-1-amine hydrochloride Cl.FC(C1CC(C1)N)(F)F